C(C)(C)OC=1C=NC=CC1 3-isopropoxypyridin